6-amino-m-cresol NC=1C=CC(=CC1O)C